C1(=CC=CC=C1)S(=O)(=O)N1CCNCC1 4-(benzenesulfonyl)piperazin